C(C)(C)C1=C(C=2CCC2C=C1)NC(=O)N=S(=O)(N)C=1C=NN2C1OCCC2 N'-((3-isopropylbicyclo[4.2.0]octa-1(6),2,4-trien-2-yl)carbamoyl)-6,7-dihydro-5H-pyrazolo[5,1-b][1,3]oxazine-3-sulfonimidamide